C(C)C=1C=C2C(=CC=NC2=C(N1)OC)N1C(C2=CC(=CC(=C2CC1)C=1C(=NN(C1)C)C(F)(F)F)CN1C(=NC=C1)C)=O 2-(6-ethyl-8-methoxy-1,7-naphthyridin-4-yl)-7-((2-methyl-1H-imidazol-1-yl)methyl)-5-(1-methyl-3-(trifluoromethyl)-1H-pyrazol-4-yl)-3,4-dihydroisoquinolin-1(2H)-one